CC(CCN)(CCCCCN)C 3,3-dimethyloctane-1,8-diamine